2,4-dinitrobenzenesulfonyl bromide [N+](=O)([O-])C1=C(C=CC(=C1)[N+](=O)[O-])S(=O)(=O)Br